N4-(bicyclo[1.1.1]pentan-1-yl)-N6-(4-((2-(dimethylamino)ethyl)(methyl)amino)-2-methoxy-5-nitrophenyl)-1-((2-(trimethylsilyl)ethoxy)-methyl)-1H-pyrazolo[3,4-d]pyrimidine-4,6-diamine C12(CC(C1)C2)NC2=C1C(=NC(=N2)NC2=C(C=C(C(=C2)[N+](=O)[O-])N(C)CCN(C)C)OC)N(N=C1)COCC[Si](C)(C)C